(2S)-2-[(tert-butoxycarbonyl)amino]-3-[3-[3-(3-hydroxy-2,2-dimethylpropyl)-2-iodo-1H-indol-5-yl]phenyl]propionic acid C(C)(C)(C)OC(=O)N[C@H](C(=O)O)CC1=CC(=CC=C1)C=1C=C2C(=C(NC2=CC1)I)CC(CO)(C)C